Cyclohexyl(3-(5-(5-(difluoromethyl)-1,3,4-oxadiazol-2-yl)pyridin-2-yl)-3,6-diazabicyclo[3.1.1]heptan-6-yl)methanone C1(CCCCC1)C(=O)N1C2CN(CC1C2)C2=NC=C(C=C2)C=2OC(=NN2)C(F)F